2-{(2-aminoethyl)amino}-ethyl-asparagine NCCNCCN[C@@H](CC(N)=O)C(=O)O